ClC1=CC(=C(C=C1F)C1C(CN(CC1)C(=O)OC(C)(C)C)O)F Tert-butyl 4-(4-chloro-2,5-difluoro-phenyl)-3-hydroxy-piperidine-1-carboxylate